OCC=1SC2=C(C1)CC(CC2)NC(OCC2=CC=CC=C2)=O benzyl N-[2-(hydroxymethyl)-4,5,6,7-tetrahydrobenzothiophen-5-yl]carbamate